N-(2-hydroxyethyl)-N-methyl-2'-(quinolin-3-yl)-5',6'-dihydrospiro[azetidine-3,4'-pyrrolo[1,2-b]pyrazole]-1-carboxamide OCCN(C(=O)N1CC2(CCN3N=C(C=C32)C=3C=NC2=CC=CC=C2C3)C1)C